5-((4-(7-chloro-[1,2,4]triazolo[1,5-a]pyridin-6-yl)piperidin-1-yl)sulfonyl)-3-methyl-1,2,4-thiadiazole ClC1=CC=2N(C=C1C1CCN(CC1)S(=O)(=O)C1=NC(=NS1)C)N=CN2